N1-(4-(6-(2,6-difluorophenyl)-3,3-dimethyl-2,3-dihydro-1H-pyrrolo[3,2-b]pyridin-1-yl)pyrimidin-2-yl)-N4-(2-(dimethylamino)ethyl)-2-methoxy-N4-methyl-5-nitrobenzene-1,4-diamine FC1=C(C(=CC=C1)F)C=1C=C2C(=NC1)C(CN2C2=NC(=NC=C2)NC2=C(C=C(C(=C2)[N+](=O)[O-])N(C)CCN(C)C)OC)(C)C